[C@@H]1(CC=CCC1)C(=O)O R-3-cyclohexene-1-carboxylic acid